ClC=1C=C(C#N)C=C(C1)CCN1C[C@H](NCC1)COC1=CC=C(C=C1)S(=O)(=NC)C 3-chloro-5-{2-[(3S)-3-({4-[methyl(methyl-imino)oxo-λ6-sulfanyl]phenoxy}methyl)piperazin-1-yl]ethyl}benzonitrile